C(C)(C)(C)OC(=O)N1CC(C=2C3=C(C(NC2C1)=O)C=C(C(=C3)F)F)N(C(=O)N3CC1=CC=C(C=C1C3)Br)C tert-butyl-1-(5-bromo-N-methylisoindoline-2-carboxamido)-8,9-difluoro-6-oxo-1,4,5,6-tetrahydrobenzo[c][1,7]naphthyridine-3(2H)-carboxylate